racemic-4,4,4-trifluoro-3-methylbutanoic acid FC([C@@H](CC(=O)O)C)(F)F |r|